tert-butyl ((1S,3S)-3-((4-(3-isopropyl-1-methyl-1H-pyrazolo[3,4-b]pyridin-5-yl)pyrimidin-2-yl)amino)cyclopentyl)carbamate C(C)(C)C1=NN(C2=NC=C(C=C21)C2=NC(=NC=C2)N[C@@H]2C[C@H](CC2)NC(OC(C)(C)C)=O)C